4-[(3-chloro-4-fluoro-phenyl)amino]-6-[2-(2,2-dimethyl-6-oxo-morpholin-4-yl)-ethoxy]-7-[(S)-(tetrahydrofuran-2-yl)methoxy]-quinazoline ClC=1C=C(C=CC1F)NC1=NC=NC2=CC(=C(C=C12)OCCN1CC(OC(C1)=O)(C)C)OC[C@H]1OCCC1